N,N'-1,4-phenylene-bis-cyclohexanecarboxamide C1(=CC=C(C=C1)NC(=O)C1CCCCC1)NC(=O)C1CCCCC1